methyl-trans-3-(hydroxymethyl)tetrahydro-1H-pyrrolizin C[C@@H]1C[C@H](N2CCC=C12)CO